CCC1=C2C(=CC=C1)C3=C(N2)[C@@](OCC3)(CC)CC(=O)O The molecule is the R-enantiomer of etodolac. It is inactive, in contrast to the enantiomer, (S)-etodolac, which is a preferential inhibitor of cyclo-oxygenase 2 and a non-steroidal anti-inflammatory. The racemate is commonly used for the treatment of rheumatoid arthritis and osteoarthritis, and for the alleviation of postoperative pain. It is an enantiomer of a (S)-etodolac.